(1-(3,6-dichloropyrazin-2-yl)piperidin-4-yl)propionic acid ethyl ester C(C)OC(C(C)C1CCN(CC1)C1=NC(=CN=C1Cl)Cl)=O